OC1=C(C=C(C=C1C(C)(C)CC)CCOC(C(=C)C)=O)N1NC2=C(N1)C=CC=C2 2-[2-hydroxy-3-tert-amyl-5-(2-methacryloxyethyl)phenyl]benzotriazoleN